bis(2-methoxyphenyl)(phenyl)phosphine COC1=C(C=CC=C1)P(C1=CC=CC=C1)C1=C(C=CC=C1)OC